C(C)(C)(C)NC1=NC(=NC=C1C(=O)N)N[C@H]1C[C@H](CCC1)O 4-(tert-butylamino)-2-(((1R,3S)-3-hydroxycyclohexyl)-amino)pyrimidine-5-carboxamide